CN1C(=NC2=NC(=C(C=C21)C2=NN=NN2)C)C(O)(C2=CC=CC=C2)C2=CC=CC=C2 [1,5-dimethyl-6-(1H-1,2,3,4-tetrazol-5-yl)-1H-imidazo[4,5-b]pyridin-2-yl]diphenylmethanol